2H-benzo(B)pyran-3-ol O1C2=C(C=C(C1)O)C=CC=C2